perfluoro(diglyme) FC(OC(C(OC(C(OC(F)(F)F)(F)F)(F)F)(F)F)(F)F)(F)F